(R)-tert-butyl (3-((1-((5-amino-2-fluoro-4-methoxybenzyl)oxy)propan-2-yl)carbamoyl)-5-chloropyrazolo[1,5-a]pyrimidin-7-yl)(methyl)carbamate NC=1C(=CC(=C(COC[C@@H](C)NC(=O)C=2C=NN3C2N=C(C=C3N(C(OC(C)(C)C)=O)C)Cl)C1)F)OC